1-cyclopropyl-3-(4-deuterio-2,3-dihydro-1H-quinolin-4-yl)-7-[[1-(2-hydroxyethyl)pyrazol-4-yl]amino]-4H-pyrimido[4,5-d]pyrimidin-2-one C1(CC1)N1C(N(CC=2C1=NC(=NC2)NC=2C=NN(C2)CCO)C2(CCNC1=CC=CC=C21)[2H])=O